O1C(=NC2=C1C=CC=C2)C2CCN(CC2)C2=C(C(N(C1=C(C=CC=C21)Cl)C)=O)C#N 4-[4-(1,3-benzooxazol-2-yl)piperidin-1-yl]-8-chloro-1-methyl-2-oxo-1,2-dihydroquinoline-3-carbonitrile